4-(5-methyl-1H-pyrazol-3-yl)-1-(piperidin-4-yl)-1H-pyrazolo[3,4-d]Pyrimidine-4,6-diamine CC1=CC(=NN1)C1(C=2C(=NC(=N1)N)N(NC2)C2CCNCC2)N